3-(3,4-difluorophenyl)-1-isopropyl-2,4-dioxo-1,2,3,4-tetrahydropyrimidine-5-carboxylic acid FC=1C=C(C=CC1F)N1C(N(C=C(C1=O)C(=O)O)C(C)C)=O